Cl.CC1(CC(C1)N)OC=1C=2N(C=C(N1)C1=CN=C(S1)C)N=CC2 3-methyl-3-((6-(2-methylthiazol-5-yl)pyrazolo[1,5-a]pyrazin-4-yl)oxy)cyclobutan-1-amine hydrochloride